N-(3-(4-methyl-1H-imidazol-1-yl)-5-(trifluoromethyl)phenyl)-4-(pyrrolidin-1-ylmethyl)benzamide Mercury(II) bromide [Hg](Br)Br.CC=1N=CN(C1)C=1C=C(C=C(C1)C(F)(F)F)NC(C1=CC=C(C=C1)CN1CCCC1)=O